Cl.CN(C1(CCOCC1)CNC(=O)C1=C(N=C(S1)C1=CC(=C(C=C1)O)C#N)C)C N-((4-(dimethylamino)tetrahydro-2H-pyran-4-yl)methyl)-2-(3-cyano-4-hydroxyphenyl)-4-methylthiazole-5-carboxamide hydrochloride